N6-(3-chloropropionyl)-L-lysine ClCCC(=O)NCCCC[C@H](N)C(=O)O